(2S)-2-[1-(3-chlorobenzene-1-carbonyl)-1,2,3,4-tetrahydroquinolin-6-yl]-N-(5-fluoropyridin-2-yl)propanamide ClC=1C=C(C=CC1)C(=O)N1CCCC2=CC(=CC=C12)[C@@H](C(=O)NC1=NC=C(C=C1)F)C